[Br-].[Br-].C1(=CC(=CC=C1)C[N+]1=CC(=C(C=C1)\C=C\C1=CC=C(C=C1)N(CC)CC)C)C[N+]1=CC(=C(C=C1)\C=C\C1=CC=C(C=C1)N(CC)CC)C 1,1'-[1,3-phenylenebis(methylene)]bis{4-[(E)-4-(diethylamino)styryl]-3-methylpyridin-1-ium} dibromide